C(C)(C)NC isopropyl-(methyl)amine